NC1N(CCCC1)C(=O)N1CC(CC1)(F)F amino-(5R)-(3,3-difluoropyrrolidine-N-carbonyl)-piperidine